C(C)(C)(C)[Si](C)(C)OC\C=C\C1=CC(=CC=C1)Cl (E)-tert-butyl((3-(3-chlorophenyl)allyl)oxy)dimethylsilane